3-(3-(4-(ethylcarbamoyl)phenoxy)azetidin-1-yl)-2-(1H-pyrrol-1-yl)benzoic acid C(C)NC(=O)C1=CC=C(OC2CN(C2)C=2C(=C(C(=O)O)C=CC2)N2C=CC=C2)C=C1